FC1=C(C(=O)O)C=CC(=C1O)F 2,4-difluoro-3-hydroxy-benzoic acid